FC=1C(=C(C=CC1F)[C@H]1[C@@H](O[C@@]([C@H]1C)(C(F)(F)F)C)C(=O)NC1=CC(=NC=C1)C(=O)N)C (2R,3S,4S,5S)-4-[[3-(3,4-Difluoro-2-methyl-phenyl)-4,5-dimethyl-5-(trifluoromethyl)tetrahydrofuran-2-carbonyl]amino]pyridin-2-carboxamid